2,4-diphenyl-2-(n-hexynyl)-2H-chromene C1(=CC=CC=C1)C1(OC2=CC=CC=C2C(=C1)C1=CC=CC=C1)C#CCCCC